FC=1C=C(C=CC1)C1(CC1)NC(CCC1=CC=C(C=C1)O)=O N-[1-(3-Fluorophenyl)cyclopropyl]-p-hydroxybenzenepropanamide